NCC=1C(=NC=CC1NC(OC(C)(C)C)=O)C1=C(C=CC=C1)OC tert-butyl [3-(aminomethyl)-2-(2-methoxyphenyl)pyridin-4-yl]carbamate